FC(C=1C=CC(=C2C=CC=NC12)N1C[C@@H](C[C@@H](C1)C)NC(CN1CCN(CCC1)C)=O)F N-[(3R,5S)-1-[8-(difluoromethyl)quinolin-5-yl]-5-methylpiperidin-3-yl]-2-(4-methyl-1,4-diazepan-1-yl)acetamide